bis(3-(3,4-dicyanophenoxy) phenyl)-phenyl phosphate P(=O)(OC1=C(C(=CC=C1)C1=CC(=CC=C1)OC1=CC(=C(C=C1)C#N)C#N)C1=CC(=CC=C1)OC1=CC(=C(C=C1)C#N)C#N)([O-])[O-]